oxalophthalide C(=O)(C(=O)O)C1OC(=O)C2=CC=CC=C12